N-methyl-N-pentyl-pyrrolidinium tetrafluoroborate F[B-](F)(F)F.C[N+]1(CCCC1)CCCCC